C(C)(CC)OCC1=CC=C(C=C1)COC(C)CC 1,4-bis(sec-butoxymethyl)benzene